COC1=CC=C(C=C1)CN1C(N(CCC1=O)C1=CN=C2N1C=CC=C2N2[C@@H]1CN([C@H](C2)C1)C(=O)OC(C)(C)C)=O tert-butyl (1S,4S)-5-[3-[3-[(4-methoxyphenyl)methyl]-2,4-dioxo-hexahydropyrimidin-1-yl]imidazo[1,2-a]pyridin-8-yl]-2,5-diazabicyclo[2.2.1]heptane-2-carboxylate